C(C)(=O)OCC[N+](C)(C)C monoacetylcholine